tris-nonylphenylphosphite C(CCCCCCCC)C1=C(C(=C(C=C1)P([O-])([O-])[O-])CCCCCCCCC)CCCCCCCCC